C(CCCCC)(=O)OCCC=CCC hexanoic acid, 3-hexenyl ester